CN1N=C2N(C3=CC=C(C=C3C2=C1)C(=O)NCCOCCCCCCC(=O)OC)C1=CC=C(C=C1)C(F)(F)F methyl 7-[2-({2-methyl-8-[4-(trifluoromethyl)-phenyl]-2H,8H-pyrazolo[3,4-b]indol-5-yl}formamido)ethoxy]heptanoate